BrC1=CC2=C(S1)C=1SC(=CC1C2(CCCCCCBr)CCCCCCBr)Br 2,6-dibromo-4,4-di(6-bromohexyl)-4H-cyclopenta[2,1-b:3,4-b']dithiophene